3-Nitro-4-hydroxy-benzoic acid [N+](=O)([O-])C=1C=C(C(=O)O)C=CC1O